FC=1C=CC(=C(C1)C(C)NC1=NC=2N(C=C1)N=CC2C=2C=NNC2)OCCC N-(1-(5-fluoro-2-propoxyphenyl)ethyl)-3-(1H-pyrazol-4-yl)pyrazolo[1,5-a]pyrimidin-5-amine